BrC1=CC2=C(NC(C3N(C2=O)CCN(C3)C(COC3=CC=C(C=C3)C(F)(F)F)=O)=O)C=C1 8-bromo-2-(2-(4-(trifluoromethyl)phenoxy)acetyl)-1,3,4,12a-tetrahydrobenzo[e]pyrazino[1,2-a][1,4]diazepine-6,12(2H,11H)-dione